COCCNCC1=NN2C(N(C(C(CC2)C2=NC(=NN2)C(=O)N)=O)C)=C1 (2-[(2-methoxyethylamino)methyl]-4-methyl-5-oxo-7,8-dihydro-6H-pyrazolo[1,5-a][1,3]diazepin-6-yl)-1,2,4-triazole-3-carboxamide